N-(5-formyl-2-thienyl)-acetamide C(=O)C1=CC=C(S1)NC(C)=O